C[Si](C(C(C(S(=O)(=O)O)([2H])[2H])([2H])[2H])([2H])[2H])(C)C 3-(trimethylsilyl)-1-propanesulfonic acid-d6